tert-butyl 2-((1R,5R,6R)-6-hydroxy-3-azabicyclo[3.2.1]octane-3-carbonyl)-7,8-dihydro-4H-pyrazolo[1,5-a][1,4]diazepine-5(6H)-carboxylate O[C@H]1[C@H]2CN(C[C@@H](C1)C2)C(=O)C2=NN1C(CN(CCC1)C(=O)OC(C)(C)C)=C2